1-ethyl-2-ethyl citrate C(CC(O)(C(=O)[O-])CC(=O)[O-])(=O)OCCCC